O=C(C(=O)O)CCC alpha-ketovaleric acid